meso-butane-1,2,3,4-tetracarboxylic acid C([C@H]([C@H](CC(=O)O)C(=O)O)C(=O)O)C(=O)O